4-(benzylthio)-2,3-lutidine C(C1=CC=CC=C1)SC1=C(C(=NC=C1)C)C